C(CN(CC(C)O)CC(C)O)N(CC(C)O)CC(C)O 1,1',1'',1'''-ethylenedinitrilotetrapropan-2-ol